C1(CC=C(CC1)C(C)C)C=O p-menth-3-en-7-al